(S)-N-benzyloxycarbonyl-4-methylenepyrrolidine-2-carboxylic acid methyl ester COC(=O)[C@H]1N(CC(C1)=C)C(=O)OCC1=CC=CC=C1